(S)-3-(3-Chloro-4-fluorophenyl)-1-(8,9-difluoro-6-oxo-1,4,5,6-tetrahydro-2H-pyrano[3,4-c]isoquinolin-1-yl)-1-ethylurea ClC=1C=C(C=CC1F)NC(N(CC)[C@@H]1COCC=2NC(C=3C=C(C(=CC3C21)F)F)=O)=O